N-(5-hydroxypyridin-2-yl)-4-[4-(trifluoromethyl)pyridin-2-yl]piperazine-1-carboxamide OC=1C=CC(=NC1)NC(=O)N1CCN(CC1)C1=NC=CC(=C1)C(F)(F)F